C(C)(C)(C)OC(=O)N1CCC(CC1)CC(=O)N1C(OC[C@H]1CC1=CC=CC=C1)=O (R)-4-(2-(4-benzyl-2-oxooxazolidin-3-yl)-2-oxoethyl)piperidine-1-carboxylic acid tert-butyl ester